1,4,7,10-tetrazacyclotridecane N1CCNCCNCCNCCC1